CC1(OC2=C(C1)C=C(C(=C2)N2CCOCC2)NC(=O)C2=NN(C=C2)C2=CNC(C=C2)=O)C N-(2,2-dimethyl-6-morpholino-3H-benzofuran-5-yl)-1-(6-oxo-1H-pyridin-3-yl)pyrazole-3-carboxamide